[C@H](C)(CC)[C@@H]1N(CC2=C(NC1=O)C=CC=C2)C(=O)N2CC(C2)N2CCN(CC2)C2=NC=CC=C2 (S)-3-((S)-sec-butyl)-4-(3-(4-(pyridin-2-yl)piperazin-1-yl)azetidine-1-carbonyl)-1,3,4,5-tetrahydro-2H-benzo[e][1,4]diazepin-2-one